(R)-3-[(1s,2s)-1-(6-iodo-1H-benzoimidazol-2-yl)-2-phenyl-propyl]-5-[4-(2-methoxy-ethoxy)-phenyl]-imidazoline-2,4-dione IC=1C=CC2=C(NC(=N2)[C@H]([C@@H](C)C2=CC=CC=C2)N2C(N[C@@H](C2=O)C2=CC=C(C=C2)OCCOC)=O)C1